N-[(E)-[(7,7-difluoro-5-azaspiro[2.4]heptan-5-yl)-(2,6-difluorophenyl)methylene]amino]-4-methylbenzenesulfonamide FC1(CN(CC12CC2)\C(\C2=C(C=CC=C2F)F)=N\NS(=O)(=O)C2=CC=C(C=C2)C)F